CN(C(C(=O)O)=O)C 2-(Dimethyl-amino)-2-oxo-acetic acid